METHOXY-3,4-DIHYDRO-2H,16'H-SPIRO[NAPHTHALENE-1,23'-[21]OXA[14]THIA[1,15]DIAZAPENTACYCLO[15.7.2.03,6.011,13.020,25]HEXACOSA[8,17,19,25]TETRAEN]-16'-ONE 14',14'-DIOXIDE COC1N2CC3(COC4=CC=C(C(NS(C5CC5CC=CCC5CCC15)(=O)=O)=O)C=C24)CCCC2=CC=CC=C23